N1=CC=C(C=C1)C1(CC1)NC(=O)C=1C=2C[C@H]3[C@@H](C2N(N1)C1=C(C=C(C=C1)F)F)C3 (1aS,5aS)-2-(2,4-Difluoro-phenyl)-1a,2,5,5a-tetrahydro-1H-2,3-diaza-cyclopropa[a]pentalene-4-carboxylic acid (1-pyridin-4-yl-cyclopropyl)-amide